C=C1OS(OCC1)=O Methylene-1,3,2-dioxathiane 2-oxide